COCCN(C=1N=C(C2=C(N1)C(=NC(=N2)N(CCOC)CCOC)N2CC=1N(CC2)C=CC1)N1CC(N(CC1)C)=O)CCOC 4-(2,6-bis(bis(2-methoxyethyl)amino)-8-(3,4-dihydropyrrolo[1,2-a]pyrazin-2(1H)-yl)pyrimido[5,4-d]pyrimidin-4-yl)-1-methylpiperazin-2-one